OC[C@H](C)O[C@@H]1CC[C@H](CC1)NC(=O)C=1C=NC(=NC1)N1N=C(C2=CC=CC=C12)C N-(Trans-4-(((S)-1-hydroxypropan-2-yl)oxy)cyclohexyl)-2-(3-methyl-1H-indazol-1-yl)pyrimidine-5-carboxamide